6a-chloro-17α,21-dihydroxypregna-1,4-diene-3,11,20-trione Cl[C@H]1C[C@H]2[C@@H]3CC[C@](C(CO)=O)([C@]3(CC([C@@H]2[C@]2(C=CC(C=C12)=O)C)=O)C)O